C12(CC3CC(CC(C1)C3)C2)NCCC 3-(1-Adamantyl)aminopropan